ClC=1C=C(C(=O)N2CC=3C(=NN4C3C(N(C[C@H]4C(=O)NC)[C@@H](CC)C4=CC=C(C=C4)S(=O)(=O)C)=O)C[C@H]2C)C=CC1Cl |o1:21| (3R,7S)-2-(3,4-dichlorobenzoyl)-N,3-dimethyl-9-((S*)-1-(4-(methylsulfonyl)phenyl)propyl)-10-oxo-1,2,3,4,7,8,9,10-octahydropyrido[4',3':3,4]pyrazolo[1,5-a]pyrazine-7-carboxamide